C(C1=CC=CC=C1)OC([C@@H](NC(CCCCCCC\C=C/CCCCCCCC)=O)CCCCNC([C@@H](NC(=O)OC(C)(C)C)CCCNC(N[N+](=O)[O-])=N)=O)=O N6-(N2-(tert-butyloxycarbonyl)-Nω-nitro-arginyl)-N2-oleoyl-lysine benzyl ester